ClC(CC)=O 3-chloro-3-oxopropane